rac-ethyl 1-(1-methyl-1H-pyrazol-4-yl)piperidine-3-carboxylate CN1N=CC(=C1)N1C[C@@H](CCC1)C(=O)OCC |r|